NC=1C=C(C=C(C1)C(F)(F)F)[C@@H](C)NC=1C2=C(N=C(N1)C)C=NC(=C2)P2(CCCC2)=O 1-[4-({(1R)-1-[3-amino-5-(trifluoromethyl)phenyl]ethyl}amino)-2-methylpyrido[3,4-d]pyrimidin-6-yl]-1lambda5-phospholan-1-one